N1=C(N=CN=C1)C(=O)N 1,3,5-triazine-2-carboxamide